N-(1-(2-(6-((2R,6S)-2,6-dimethylmorpholino)pyridin-2-yl)-1,6-naphthyridin-7-yl)ethyl)-1-(methylsulfonyl)-1H-indazole-6-carboxamide C[C@H]1O[C@H](CN(C1)C1=CC=CC(=N1)C1=NC2=CC(=NC=C2C=C1)C(C)NC(=O)C1=CC=C2C=NN(C2=C1)S(=O)(=O)C)C